monopropynylether C(#CC)OC#CC